C(C)(C)(C)OC(=O)N[C@H](C(=O)O)CC=1C(=NC=C(C1)Cl)OC (S)-2-((tert-butoxycarbonyl)amino)-3-(5-chloro-2-methoxypyridin-3-yl)propanoic acid